5-bromo-2-[(8-oxo-6,7-dihydro-5H-indolizine-5-carbonyl)amino]thiazole-4-carboxylic acid methyl ester COC(=O)C=1N=C(SC1Br)NC(=O)C1N2C=CC=C2C(CC1)=O